ClC1=C(CN2C3=C(OCC2)C=CC(=C3)NC(=O)NC3=CNC2=CC=CC=C32)C(=CC=C1)F 1-(4-(2-chloro-6-fluorobenzyl)-3,4-dihydro-2H-benzo[b][1,4]oxazin-6-yl)-3-(1H-indol-3-yl)urea